C(C)N(/C=C/C=C(/C=C/1\C(=NN(C1=O)C1=CC=C(C(=O)OCCOC(C)=O)C=C1)C(F)(F)F)\O)CC 2-acetoxyethyl 4-((E)-4-((2Z,4E)-5-(diethylamino)-2-hydroxypenta-2,4-dien-1-ylidene)-5-oxo-3-(trifluoromethyl)-4,5-dihydro-1H-pyrazol-1-yl)benzoate